C(#N)C(CCC(=O)O)(C)SSSCCCCCCCCCCCC 4-cyano-4-[(dodecylsulfanylsulfanyl)sulfanyl]pentanoic acid